rel-6-isopropoxy-N-(6-methoxypyrazolo[1,5-a]pyrimidin-3-yl)-2-((1R,4R)-1-methyl-2-oxabicyclo[2.2.1]heptan-4-yl)-2H-indazole-5-carboxamide C(C)(C)OC=1C(=CC2=CN(N=C2C1)[C@]12CO[C@](CC1)(C2)C)C(=O)NC=2C=NN1C2N=CC(=C1)OC |o1:13,16|